C(C=C)(=O)N1C[C@@H](N(CC1)C=1C2=C(N(C(N1)=O)C=1C(=NC=CC1SC)C(C)C)N=C(C(=C2)F)Cl)C (S)-4-(4-propenoyl-2-methylpiperazin-1-yl)-7-chloro-6-fluoro-1-(2-isopropyl-4-(methylthio)pyridin-3-yl)pyrido[2,3-d]pyrimidin-2(1H)-one